C[C@H](CC)NC1=CC(=NC(=N1)C=1C=NN2C1SC=C2)C(=O)N2CCC(CC2)NC(OC)=O methyl [1-({6-[(2R)-butan-2-ylamino]-2-(pyrazolo[5,1-b][1,3]thiazol-7-yl)pyrimidin-4-yl}carbonyl)piperidin-4-yl]carbamate